(R)-6,6,6-trifluorohexan-3-amine FC(CC[C@@H](CC)N)(F)F